FC(C(=O)N(CC1N2CCC(C1=O)(CC2)C)CCOC)F 2,2-difluoro-N-(2-methoxyethyl)-N-((4-methyl-3-oxoquinuclidin-2-yl)methyl)acetamide